CCCC=CCCCCCC=CCCCC hexadec-4,11-diene